ClC=1C=C(C=CC1C1=CC2=CC=CC=C2C=C1)Br 3-chloro-4-(naphthalene-2-yl)-bromobenzene